NC=1N=C(C=C2C=C(N=CC12)NC(=O)[C@H]1[C@@H](C1)C=1C=NN(C1)C)C=1C=NC(=CC1C)N1C(CC1)=O |r| (±)-(trans)-N-(8-amino-6-(4-methyl-6-(2-oxo-azetidin-1-yl)pyridin-3-yl)-2,7-naphthyridin-3-yl)-2-(1-methyl-1H-pyrazol-4-yl)cyclopropane-1-carboxamide